tert-Butyl 2-(3-acetyl-5-(2-(2-methoxy-2-oxoethyl)pyrimidin-5-yl)-1H-indazol-1-yl)acetate C(C)(=O)C1=NN(C2=CC=C(C=C12)C=1C=NC(=NC1)CC(=O)OC)CC(=O)OC(C)(C)C